(S)-4-(Boc-amino)-1-pentene C(=O)(OC(C)(C)C)N[C@H](CC=C)C